C(C(CCC)CCC)(=O)O.C(C(CCC)CCC)(=O)N valproamide (valproate)